FC(C(F)(F)F)(S(=O)(=O)Cl)F pentafluoroethyl-sulfonyl chloride